5-phenyl-acenaphthene-1,2-diimine C1(=CC=CC=C1)C1=CC=C2C(C(C=3C=CC=C1C32)=N)=N